benzoyl-D-proline methyl ester COC([C@@H]1N(CCC1)C(C1=CC=CC=C1)=O)=O